3-(6-(4-((4-(4-(2-amino-9-chloro-10-oxo-10H-chromeno[3,2-b]pyridin-4-yl)-1H-pyrazol-1-yl)piperidin-1-yl)methyl)piperidin-1-yl)-1-oxoisoindolin-2-yl)piperidine-2,6-dione NC1=CC(=C2C(=N1)C(C=1C(=CC=CC1O2)Cl)=O)C=2C=NN(C2)C2CCN(CC2)CC2CCN(CC2)C2=CC=C1CN(C(C1=C2)=O)C2C(NC(CC2)=O)=O